(2E,4E)-5-(4-(cyclopentyloxy)-3-methoxyphenyl)-1-(piperidin-1-yl)penta-2,4-dien-1-one C1(CCCC1)OC1=C(C=C(C=C1)/C=C/C=C/C(=O)N1CCCCC1)OC